C(C)(C)(C)OC(=O)N1CCC2=CC=C(C=C12)N1C(NC(CC1)=O)=O 6-(2,4-Dioxotetrahydropyrimidin-1(2H)-yl)indoline-1-carboxylic acid tert-butyl ester